C1(CC1)C(=O)N1CCC(CC1)N1N=CC(=C1)NC1=NC=C(C(=N1)C1=CC=C(C(=O)O)C=C1)C(F)(F)F 4-(2-((1-(1-(Cyclopropanecarbonyl)piperidin-4-yl)-1H-pyrazol-4-yl)amino)-5-(trifluoromethyl)pyrimidin-4-yl)benzoic Acid